(2-((6aR,7R,10aS)-9-cyano-4-methoxy-7,10a-dimethyl-8-oxo-5,6,6a,7,8,10a-hexahydrobenzo[h]quinazolin-2-yl)ethyl)carbamic acid tert-butyl ester C(C)(C)(C)OC(NCCC1=NC=2[C@]3([C@H](CCC2C(=N1)OC)[C@H](C(C(=C3)C#N)=O)C)C)=O